(2-methyl-1H-imidazol-4-yl)-N-(1-(methylsulfonyl)piperidin-4-yl)-5-(trifluoromethyl)pyrimidin-2-amine CC=1NC=C(N1)C1=NC(=NC=C1C(F)(F)F)NC1CCN(CC1)S(=O)(=O)C